methyl 2-[[N-[(7R)-8-cyclopentyl-7-ethyl-5-methyl-6-oxo-7H-pteridin-2-yl]-2-methoxy-4-[(1-methyl-4-piperidyl)carbamoyl] anilino]methyl]prop-2-enoate C1(CCCC1)N1[C@@H](C(N(C=2C=NC(=NC12)N(C1=C(C=C(C=C1)C(NC1CCN(CC1)C)=O)OC)CC(C(=O)OC)=C)C)=O)CC